di-N-butyl succinate CCCCOC(=O)CCC(=O)OCCCC